β-glucosyl-5-hydroxymethyl-cytosine [C@@H]1([C@H](O)[C@@H](O)[C@H](O)[C@H](O1)CO)NC1=NC(NC=C1CO)=O